7-(3-(Dimethylamino)prop-1-yn-1-yl)-3-iodo-1-methyl-1H-pyrrolo[2,3-d]pyridazin-4-amine CN(CC#CC=1N=NC(=C2C1N(C=C2I)C)N)C